C1=CC=CC=2C3=CC=CC=C3C(C12)COC(=O)N[C@H](C(=O)O)C1(CC1)CNC(=O)OC(C)(C)C (S)-2-((((9H-fluoren-9-yl)methoxy)carbonyl)amino)-2-(1-(((tert-butoxycarbonyl)amino)methyl)cyclopropyl)acetic acid